(10R,11S,13S,17S)-11-hydroxy-10,13-dimethyl-3-oxo-6,7,8,9,10,11,12,13,14,15,16,17-dodeca-hydro-3H-cyclopenta[a]phenanthrene-17-carboxamide O[C@H]1C[C@@]2([C@H](CCC2C2CCC3=CC(C=C[C@@]3(C12)C)=O)C(=O)N)C